8-Bromo-3-(5-(difluoromethyl)-1,3,4-thiadiazol-2-yl)imidazo[1,2-a]pyridine-6-sulfonyl chloride BrC=1C=2N(C=C(C1)S(=O)(=O)Cl)C(=CN2)C=2SC(=NN2)C(F)F